N-[4-(4-bromophenyl)thiazol-2-yl]-N-(3,5-dimethylphenyl)prop-2-enamide BrC1=CC=C(C=C1)C=1N=C(SC1)N(C(C=C)=O)C1=CC(=CC(=C1)C)C